(R)-N-(2,2,2-trifluoro-1-(4-fluorophenyl)ethyl)imidazo[1,2-a]pyrazine-2-sulfonamide FC([C@@H](C1=CC=C(C=C1)F)NS(=O)(=O)C=1N=C2N(C=CN=C2)C1)(F)F